C(CC)C1C(C2C=CC1C2)C=O 3-Propylbicyclo[2.2.1]hept-5-ene-2-carbaldehyde